BrC1=CC2=C(N=C(S2)NC(=O)C2CN(C2)C#N)C=C1 N-(6-bromobenzo[d]thiazol-2-yl)-1-cyanoazetidine-3-carboxamide